butene fluoride [F-].C=CCC